NC(C(C([2H])([2H])[2H])(C([2H])([2H])[2H])O)C1=CC=C(C=C1)OC([2H])([2H])C1(CCCC1)C 2-(Amino(4-((1-methylcyclopentyl)methoxy-d2)phenyl)methyl)propan-1,1,1,3,3,3-d6-2-ol